ClC=1C(=C(C=CC1)C1(CNC1)NC1=CC=C2C=CN(C(C2=C1)=O)CCOC)C 7-((3-(3-chloro-2-methylphenyl)azetidin-3-yl)amino)-2-(2-methoxyethyl)isoquinolin-1(2H)-one